3-(4-(1,3,4-oxadiazol-2-yl)pyridin-2-yl)phenyl cyclohexylcarbamate C1(CCCCC1)NC(OC1=CC(=CC=C1)C1=NC=CC(=C1)C=1OC=NN1)=O